6-Chloro-9-propyl-2-(propylthio)-9H-purine ClC1=C2N=CN(C2=NC(=N1)SCCC)CCC